BrC1=C2C(=NNC2=CC=C1)N1CCC(CC1)C(=O)NC 1-(4-bromo-1H-indazol-3-yl)-N-methylpiperidine-4-carboxamide